BrC1=CC=C2C(=N1)C(=CN2)NC2=NC1=C(N2CCCC)C=CC(=C1)OC1=CC=CC=C1 N-(5-bromo-1H-pyrrolo[3,2-b]pyridin-3-yl)-1-butyl-5-phenoxy-1H-benzo[d]imidazol-2-amine